C[N+]1(CCCC1)CCCNC(C1=CC=CC=C1)=O N-[3-(1-methylpyrrolidin-1-ium-1-yl)propyl]benzamide